FC=1C=NC=C(C1N1C(N(C=2C=NC=3C=C(C=CC3C21)OC)C)=O)OC 1-(Ra)-(3-fluoro-5-methoxy-pyridin-4-yl)-7-methoxy-3-methyl-1,3-dihydro-imidazo[4,5-c]quinolin-2-one